FC1=C(C(=CC=C1)C(F)(F)F)/C=C/C1CN(C1)C(=O)OC(C)(C)C tert-butyl 3-[(E)-2-[2-fluoro-6-(trifluoromethyl)phenyl]ethenyl]azetidine-1-carboxylate